(E)-oct-4-ene-1,8-dioic acid C(CC\C=C\CCC(=O)O)(=O)O